(S)-6-fluoro-N-(2-(1-methyl-8-oxa-1-azaspiro[4.5]decan-4-yl)thieno[2,3-b]pyridin-4-yl)benzo[d]thiazol-5-amine FC1=CC2=C(N=CS2)C=C1NC1=C2C(=NC=C1)SC(=C2)[C@H]2CCN(C21CCOCC1)C